C[Si](O[Si](C=C)(C)C)(C=C)C 1,1,3,3-tetramethyl-1,3-divinyl-disiloxane